OC1=CC=C2C(=CC(OC2=C1)=O)C1=C(C=CC=C1)OC 7-hydroxy-4-(2-methoxyphenyl)-2H-chromen-2-one